ClC1=CC=C(C=C1)C=1N=C(SC1)C1=CC(=C(N(C1=O)C1=C(C=CC=C1CC)CC)C)C(=O)O 5-(4-(4-chlorophenyl)thiazol-2-yl)-1-(2,6-diethylphenyl)-2-methyl-6-oxo-1,6-dihydropyridine-3-carboxylic acid